N-(4-fluoro-2-methoxyphenyl)-7-methylquinolin-4-amine FC1=CC(=C(C=C1)NC1=CC=NC2=CC(=CC=C12)C)OC